CN1[C@H]2CN(C[C@@H]1CC2)NC2=CC=CC=C2 ((1R,5S)-8-methyl-3,8-diazabicyclo[3.2.1]oct-3-yl)aniline